ClC1=NC=C(C(=N1)NC=1C=NC2=CC=CC(=C2C1)P(C)(C)=O)Cl (3-((2,5-dichloropyrimidin-4-yl)amino)quinoline-5-yl)dimethylphosphine oxide